C(C)(C)NC(C)=CC(C)=NC(C)C N-isopropyl-4-(isopropylimino)-2-penten-2-amine